FC(C1=CC=CC(=N1)NC(=O)C=1C(=CC=2N(C1)C=C(N2)C2CCC(CC2)CN2CCC(CC2)C2=CC=CC=1N(C(N(C12)C)=O)C1C(NC(CC1)=O)=O)OC(C)C)F N-[6-(difluoromethyl)-2-pyridyl]-2-[4-[[4-[1-(2,6-dioxo-3-piperidyl)-3-methyl-2-oxo-benzimidazol-4-yl]-1-piperidyl]methyl]cyclohexyl]-7-isopropoxy-imidazo[1,2-a]pyridine-6-carboxamide